8-(2-ethyl-2-norbornyloxycarbonylmethyloxycarbonyl)-tetracyclo[4.4.0.12,5.17,10]-3-dodecene C(C)C1(C2CCC(C1)C2)OC(=O)COC(=O)C2C1C3C4C=CC(C3C(C2)C1)C4